diisopropoxy bis(ethyl trifluoroacetoacetate) zirconium [Zr].C(C)C(C(=O)OOC(C)C)C(=O)C(F)(F)F.C(C)C(C(=O)OOC(C)C)C(=O)C(F)(F)F